4-amino-2-chloro-N-(2-(2-(dimethylamino)ethoxy)ethyl)benzenesulfonamide NC1=CC(=C(C=C1)S(=O)(=O)NCCOCCN(C)C)Cl